C1(CC1)[S@@](=O)(=NC1=NC(=CC(=C1)N1[C@@H](COCC1)C)C1=C2C(=NC=C1)NC=C2)C (R)-Cyclopropyl(methyl)((4-((R)-3-methylmorpholino)-6-(1H-pyrrolo[2,3-b]pyridin-4-yl)pyridin-2-yl)imino)-λ6-sulfanone